ClC1=CC(=C(C=N1)C(C)=O)C 1-(6-chloro-4-methylpyridin-3-yl)ethanone